6-Chloro-3-methyl-2-phenyl-1-tosyl-1H-indole ClC1=CC=C2C(=C(N(C2=C1)S(=O)(=O)C1=CC=C(C)C=C1)C1=CC=CC=C1)C